tert-Butyl ((5-chloro-3-(methylsulfonyl)pyridin-2-yl)methyl)carbamate ClC=1C=C(C(=NC1)CNC(OC(C)(C)C)=O)S(=O)(=O)C